C(=C)C1=CC=CC2=CC=CC=C12 Vinylnaphthalin